N-(1-(bromomethyl)cyclopropyl)-5-(4-((3-ethyl-2-oxo-2,3-dihydro-1H-pyrimido[4,5,6-de]quinazolin-8-yl)methyl)piperazin-1-yl)-6-methylpicolinamide BrCC1(CC1)NC(C1=NC(=C(C=C1)N1CCN(CC1)CC1=CC=2C3=C(N(C(NC3=C1)=O)CC)N=CN2)C)=O